C(C)(C)(C)C=1C=C(C=2CCC(C2C1)(C)C)N 6-tert-butyl-1,1-dimethyl-2,3-dihydro-1H-inden-4-amine